1-[2-cyano-4-(trifluoromethyl)phenyl]-4-[6-(2,3-dihydro-1-benzofuran-7-yl)pyridin-3-yl]-N-[(3R)-1-methylpyrrolidin-3-yl]piperidine-4-carboxamide C(#N)C1=C(C=CC(=C1)C(F)(F)F)N1CCC(CC1)(C(=O)N[C@H]1CN(CC1)C)C=1C=NC(=CC1)C1=CC=CC=2CCOC21